(4aR,8aS)-6-[6-[[3-(trifluoromethyl)-1H-pyrazolo[4,3-c]pyridin-6-yl]methyl]-2-azaspiro[3.3]heptane-2-carbonyl]-4,4a,5,7,8,8a-hexahydropyrido[4,3-b][1,4]oxazin-3-one FC(C1=NNC2=C1C=NC(=C2)CC2CC1(CN(C1)C(=O)N1C[C@@H]3[C@@H](OCC(N3)=O)CC1)C2)(F)F